CN(C)CC1CCC2(CC1)OC1=C(O2)C(=CC(=C1C)C(=O)OC)C(C)C methyl 4'-((dimethylamino) methyl)-7-isopropyl-4-methylspiro[benzo[d][1,3]dioxole-2,1'-cyclohexane]-5-carboxylate